ClCC=1N(C2=C(N1)C=CC(=C2)C(=O)OC)CC2(CC2)CF methyl 2-(chloromethyl)-3-[[1-(fluoromethyl)cyclopropyl]methyl]benzimidazole-5-carboxylate